1-(5-(3-chloroimidazo[1,2-a]pyrimidin-6-yl)pyrrolo[2,1-f][1,2,4]triazin-2-yl)-N3-methylcyclobutane-1,3-diamine ClC1=CN=C2N1C=C(C=N2)C=2C=CN1N=C(N=CC12)C1(CC(C1)NC)N